C(C)(=O)N1CCN(CC1)C(=O)[C@@H]1CN(CCC1)CC(=O)N1CCC(CC1)C=1C=C2C(=C(NC2=CC1)C1=CC(=C(C=C1)OC)OC)C(C)C (S)-2-(3-(4-acetylpiperazine-1-carbonyl)piperidin-1-yl)-1-(4-(2-(3,4-dimethoxyphenyl)-3-isopropyl-1H-indol-5-yl)piperidin-1-yl)ethan-1-one